2-hexadecylbenzenesulfonic acid C(CCCCCCCCCCCCCCC)C1=C(C=CC=C1)S(=O)(=O)O